C(CCC)(=O)[O-].C(CCC)(=O)[O-].C(C)CC(CC(=O)[O-])=O.[Al+3] aluminum (ethyl acetoacetate) di(n-butyrate)